C(C)C1=NOC(=N1)C=1C(=NC(=NC1)NC1=CC(=C(C(=O)NC)C=C1)C)N[C@H](CO)C1=CC=CC=C1 4-[[5-(3-ethyl-1,2,4-oxadiazol-5-yl)-4-[[(1S)-2-hydroxy-1-phenyl-ethyl]amino]pyrimidin-2-yl]amino]-N,2-dimethyl-benzamide